tert-butyl(dec-9-yn-1-yloxy)dimethylsilane C(C)(C)(C)[Si](C)(C)OCCCCCCCCC#C